ClC=1C(=CC(=NC1)N1[C@H](CN(CC1)CC1CC1)C)N (S)-5-chloro-2-(4-(cyclopropylmethyl)-2-methylpiperazin-1-yl)pyridin-4-amine